2-[(E)-[(1R)-1-(hydroxymethyl)-2,2-dimethyl-propyl]iminomethyl]-4,6-diiodo-phenol OC[C@@H](C(C)(C)C)\N=C\C1=C(C(=CC(=C1)I)I)O